2-methyl-4-[4-(trifluoromethyl)phenyl]-[1,3]Thiazolo[4,5-b]Indole-7-carboxylic acid methyl ester COC(=O)C1=CC=2C3=C(N(C2C=C1)C1=CC=C(C=C1)C(F)(F)F)N=C(S3)C